C(C)(=O)NC=1SC(=CN1)CN1CCC(CC1)C(=O)NCC1=CC=CC=C1 (2-acetamidothiazol-5-ylmethyl)-N-benzylpiperidine-4-carboxamide